phosphoglutamic acid P(=O)(O)(O)N[C@@H](CCC(=O)O)C(=O)O